(S)-N-(2-Fluoro-4-methyl-5-(8-morpholinoimidazo[1,2-a]pyridin-6-yl)phenyl)-3-isopropylpyrrolidine-1-carboxamide FC1=C(C=C(C(=C1)C)C=1C=C(C=2N(C1)C=CN2)N2CCOCC2)NC(=O)N2C[C@@H](CC2)C(C)C